C(C)(C)C1=NC(=C2N1C1=CC(=CC=C1N=C2)C2=CC(=C(C=C2)N2CCC(CC2)N)C(F)(F)F)C 1-(4-(1-isopropyl-3-methylimidazo[1,5-a]quinoxalin-8-yl)-2-(trifluoromethyl)phenyl)piperidin-4-amine